acrylic acid Isooctyl-methyl-methacrylate C(CCCCC(C)C)C(=C(C(=O)O)C)C.C(C=C)(=O)O